Benzyl (S)-3-(2-amino-5-iodo-4-oxo-3,4-dihydroimidazo[5,1-f][1,2,4]triazin-7-yl)pyrrolidine-1-carboxylate NC1=NN2C(C(N1)=O)=C(N=C2[C@@H]2CN(CC2)C(=O)OCC2=CC=CC=C2)I